ClC1=C(C=NNC(=O)C=2N=NNC2)C=CC=C1 (2-chlorobenzylidene)-1H-1,2,3-triazole-4-carbohydrazide